5-chloro-N-(2,6-dichlorophenyl)-2-(methylthio)pyrimidine-4-carboxamide ClC=1C(=NC(=NC1)SC)C(=O)NC1=C(C=CC=C1Cl)Cl